COC=1C=C(C=CC1N1C=NC(=C1)C)C(=O)C=1C=C(C=CC1)C1=C(C=CC=C1)OC (3-methoxy-4-(4-methyl-1H-imidazol-1-yl)phenyl)(2'-methoxy-[1,1'-biphenyl]-3-yl)methanone